C[C@@H]1C[C@H](N(C1=O)C(=O)OC(C)(C)C)C(=O)OCC1=CC=CC=C1 trans-2-benzyl 1-(tert-butyl) (2S)-4-methyl-5-oxopyrrolidine-1,2-dicarboxylate